5-(3-fluoro-2-methyl-4-nitrophenoxy)-1-methyl-1H-benzo[d]imidazole FC=1C(=C(OC2=CC3=C(N(C=N3)C)C=C2)C=CC1[N+](=O)[O-])C